tin(II) diethylhexanoate C(C)C(C(=O)[O-])(CCCC)CC.[Sn+2].C(C)C(C(=O)[O-])(CCCC)CC